4,4''-di(9H-carbazol-9-yl)-5'-(4,6-diphenyl-1,3,5-triazin-2-yl)-[1,1':2',1''-terphenyl]-4'-carbonitrile C1=CC=CC=2C3=CC=CC=C3N(C12)C1=CC=C(C=C1)C=1C(=CC(=C(C1)C1=NC(=NC(=N1)C1=CC=CC=C1)C1=CC=CC=C1)C#N)C1=CC=C(C=C1)N1C2=CC=CC=C2C=2C=CC=CC12